heneicosane-5-ol CCCCC(CCCCCCCCCCCCCCCC)O